Cl.CN(C(C)=O)CCNC N-methyl-N-(2-(methylamino)ethyl)acetamide hydrochloride